FC1=C(C#N)C(=CC(=C1)CC(C)(C)F)F 2,6-difluoro-4-(2-fluoro-2-methylpropyl)benzonitrile